(R)-8-(1-aminoethyl)-3-methyl-2-morpholino-6-(trifluoromethyl)quinazolin-4(3H)-one N[C@H](C)C=1C=C(C=C2C(N(C(=NC12)N1CCOCC1)C)=O)C(F)(F)F